BrC1=CC2=C(OC(O2)(C)C)C=C1 5-bromo-2,2-dimethylbenzo[d][1,3]dioxole